COC1=NN(C=C1C(=O)NC1=NC(=CC=C1)C=1N2C(=NN1)CC[C@H]2C)C2=NC=C(N=C2)OC (R)-3-methoxy-1-(5-methoxypyrazin-2-yl)-N-(6-(5-methyl-6,7-dihydro-5H-pyrrolo[2,1-c][1,2,4]triazol-3-yl)pyridin-2-yl)-1H-pyrazole-4-carboxamide